C(C)OC(CC1=C(C=C(C(=C1)F)F)OC)=O 4,5-difluoro-2-methoxyphenylacetic acid ethyl ester